FC=1C=C(C=CC1)[C@H]([C@H]1CNC2=C(N1)N=CC=C2)NC[C@H](C)C=2C=C(C=CC2)C(C(=O)O)C 2-[3-[(1R)-2-[[(R)-(3-fluorophenyl)-[(3R)-1,2,3,4-tetrahydropyrido[2,3-b]pyrazin-3-yl]methyl]amino]-1-methyl-ethyl]phenyl]-propanoic acid